4-(3-hydroxypropyl)-guaiacol OCCCC=1C=C(C(=CC1)OC)O